N-Fmoc-L-aspartic acid-4-tert-butyl ester C(C)(C)(C)OC(C[C@H](NC(=O)OCC1C2=CC=CC=C2C2=CC=CC=C12)C(=O)O)=O